COC1O[C@@H]([C@H]2OC(O[C@H]21)(C)C)CC(=O)NC 2-[(3aR,6R,6aR)-4-methoxy-2,2-dimethyl-3a,4,6,6a-tetrahydrofuro[3,4-d][1,3]-dioxol-6-yl]-N-methyl-acetamide